(1R,2R)-2',6'-bis((2-methoxyethoxy)methoxy)-5-methyl-4'-pentyl-2-(prop-1-en-2-yl)-1,2,3,4-tetrahydro-1,1'-biphenyl COCCOCOC1=C(C(=CC(=C1)CCCCC)OCOCCOC)[C@H]1[C@@H](CCC(=C1)C)C(=C)C